8-Chloro-3-(2-ethoxyethyl)-indolizine-1-carboxylic acid ((1R,3R)-1-hydroxy-3-methyl-cyclohexylmethyl)-amide O[C@]1(C[C@@H](CCC1)C)CNC(=O)C=1C=C(N2C=CC=C(C12)Cl)CCOCC